(R)-N-(5-((6-(3-(3',5-difluoro-[1,1'-biphenyl]-3-yl)-isoxazolidin-2-yl)-pyrimidin-4-yl)-amino)-2-((2-(dimethylamino)-ethyl)(methyl)-amino)-4-methoxy-phenyl)acrylamide FC=1C=C(C=CC1)C1=CC(=CC(=C1)F)[C@@H]1N(OCC1)C1=CC(=NC=N1)NC=1C(=CC(=C(C1)NC(C=C)=O)N(C)CCN(C)C)OC